N-(1-(benzylsulfanyl)-2,2-dichloroethyl)acetamide C(C1=CC=CC=C1)SC(C(Cl)Cl)NC(C)=O